C1(CC1)C=1OC2=NC(=C(C=C2N1)COC1=CC=CC(=N1)C1CCN(CC1)CC1=NC2=C(N1C[C@H]1OCC1)C=C(C=C2)C(=O)OC(C)(C)C)F Tert-butyl (S)-2-((4-(6-((2-cyclopropyl-5-fluorooxazolo[5,4-b]pyridin-6-yl) methoxy) pyridin-2-yl) piperidin-1-yl) methyl)-1-(oxetan-2-ylmethyl)-1H-benzo[d]imidazole-6-carboxylate